C(C)(C)(C)OC(=O)N1CCC(CC1)OC1CCN(CC1)C1=C(C=C(C=C1)NC1C(NC(CC1)=O)=O)F.BrC=1C=C(OC2COC2)C=CC1OC 3-(3-bromo-4-methoxyphenoxy)oxetane tert-butyl-4-((1-(4-((2,6-dioxopiperidin-3-yl)amino)-2-fluorophenyl)piperidin-4-yl)oxy)piperidine-1-carboxylate